2-(4,6-difluoro-2,3-dihydrobenzofuran-3-yl)-6-(1-tetrahydropyran-2-yl-indazol-6-yl)-1,3,5-triazine-2,4-diamine FC1=CC(=CC2=C1C(CO2)C2(NC(=NC(=N2)N)C2=CC=C1C=NN(C1=C2)C2OCCCC2)N)F